ClC1=CC=NC2=CC(=CC=C12)C(=O)NC1CC(CCC1)C(=O)N1CCC(CC1)(O)CN1C=NC2=CC(=CC=C2C1=O)NC(CN(C)C)=O 4-chloro-N-(3-(4-((7-(2-(dimethylamino)acetamido)-4-oxoquinazolin-3(4H)-yl)methyl)-4-hydroxypiperidine-1-carbonyl)cyclohexyl)quinoline-7-carboxamide